1-(5-((1-(6-aminopyrimidin-4-yl)-1H-imidazol-2-yl)amino)-4-methylpyridin-2-yl)propan-1-one NC1=CC(=NC=N1)N1C(=NC=C1)NC=1C(=CC(=NC1)C(CC)=O)C